ClC=1C(=C(C=CC1)NS(=O)(=O)C1=CC=C(S1)S(=O)(=O)N(C)C)N1C(CCCC1)CCO N5-[3-chloro-2-[2-(2-hydroxyethyl)-1-piperidyl]phenyl]-N2,N2-dimethyl-thiophene-2,5-disulfonamide